N1=CC=C(C2=CC=CC=C12)N1CCOCC1 4-(quinolin-4-yl)morpholine